4-cyclopropanesulfonamidopyridin-2-yl(1-methylpiperidin-4-ylmethyl)-5-(6-ethoxypyrazin-2-yl)-1,3-thiazole-2-carboxamide C1(CC1)S(=O)(=O)NC1=CC(=NC=C1)NC(=O)C=1SC(=C(N1)CC1CCN(CC1)C)C1=NC(=CN=C1)OCC